C(C1=CC=CC=C1)OCCCCCCCC(=O)O 8-(Benzyloxy)octanoic acid